CN1C(=NN=C1)[C@@H](C=1C=C(C=CC1)N1C(C2=CC(=CC(=C2C1)C(F)(F)F)CNC1(CCC1)C)=O)[C@H]1COCC1 2-(3-((R)-(4-methyl-4H-1,2,4-triazol-3-yl)((S)-tetrahydrofuran-3-yl)methyl)-phenyl)-6-(((1-methylcyclobutyl)amino)methyl)-4-(trifluoromethyl)isoindolin-1-one